N-[(1S)-3-imidazo[1,2-a]pyridin-3-ylcyclohex-3-en-1-yl]-4-(oxetan-3-yloxy)-5-(trifluoromethyl)pyrimidin-2-amine N=1C=C(N2C1C=CC=C2)C=2C[C@H](CCC2)NC2=NC=C(C(=N2)OC2COC2)C(F)(F)F